methyl 5-bromo-8-((1-cyano-3-(ethoxycarbonyl)cyclobutyl)amino)-1-naphthoate BrC1=C2C=CC=C(C2=C(C=C1)NC1(CC(C1)C(=O)OCC)C#N)C(=O)OC